C(C)(C)(C)OC(=O)N1CCC(CC1)=CC1=C(C=C(C=C1OC)Br)OC 4-[(4-bromo-2,6-dimethoxy-phenyl)methylene]piperidine-1-carboxylic acid tert-butyl ester